C(#N)C1CC(C1)C1=CC(=NC(=N1)C(C)(F)F)N1CC2(C=3C=NC(=CC31)NC(C)=O)CC2 N-(1'-(6-((1r,3r)-3-cyanocyclobutyl)-2-(1,1-difluoroethyl)pyrimidin-4-yl)-1',2'-dihydrospiro[cyclopropane-1,3'-pyrrolo[3,2-c]pyridin]-6'-yl)acetamide